OCCC(C)N1C=C2C=NN=C(C2=CC1=O)C 6-(4-hydroxybut-2-yl)-1-methylpyrido[3,4-d]pyridazin-7(6H)-one